bis[4-(2,6-dimethyl-4-aminophenoxy) phenyl] sulfone CC1=C(OC2=CC=C(C=C2)S(=O)(=O)C2=CC=C(C=C2)OC2=C(C=C(C=C2C)N)C)C(=CC(=C1)N)C